C1(CC1)[C@H](C=1C=CC2=C(NC(=N2)[C@H](COC(C(F)(F)F)(C)C)NC(=O)C=2C(=NOC2)C)C1)NC(CC1CC(C1)(F)F)=O N-((R)-1-(6-((R)-Cyclopropyl(2-(3,3-difluorocyclobutyl)acetamido)methyl)-1H-benzo[d]imidazol-2-yl)-2-((1,1,1-trifluoro-2-methylpropan-2-yl)oxy)ethyl)-3-methylisoxazole-4-carboxamide